CC1(CCC=2C(=NNC2C1)C1=NC=2C(=NC=C(C2)N(C(=O)C2(CCCCC2)F)C)N1)C N-(2-(6,6-Dimethyl-4,5,6,7-tetrahydro-1H-indazol-3-yl)-3H-imidazo[4,5-b]pyridin-6-yl)-1-fluoro-N-methylcyclohexane-1-carboxamide